(3R)-3-[(1S)-2-tert-butoxy-1-[(3-hydroxyphenyl)methyl]-2-oxoethyl]pyrrolidine-1-carboxylic acid tert-butyl ester C(C)(C)(C)OC(=O)N1C[C@H](CC1)[C@@H](C(=O)OC(C)(C)C)CC1=CC(=CC=C1)O